4,4,5,5-tetramethyl-2-[4-(1,1,3,3-tetramethylbutyl)phenyl]-1,3,2-dioxaborolane CC1(OB(OC1(C)C)C1=CC=C(C=C1)C(CC(C)(C)C)(C)C)C